C(C)(C)(C)OC(=O)N1C[C@H](CC1)N1N=CC(=C1)C1=NC(=NC(=C1)C(F)(F)F)N1[C@H]([C@@H](C1)O)C (3S)-3-[4-[2-[(2S,3R)-3-hydroxy-2-methyl-azetidin-1-yl]-6-(trifluoromethyl)pyrimidin-4-yl]pyrazol-1-yl]pyrrolidine-1-carboxylic acid tert-butyl ester